C(C)(C)(C)OC(N[C@H](CO[Si](C)(C)C(C)(C)C)CN1N=CC(=C1)C1=CC=C(C=C1)OC1=NC=C(C=C1F)Cl)=O (S)-(1-((tert-butyldimethylsilyl)oxy)-3-(4-(4-((5-chloro-3-fluoropyridin-2-yl)oxy)phenyl)-1H-pyrazol-1-yl)propan-2-yl)carbamic acid tert-butyl ester